methyl-6-((4-hydroxyphenyl)methyl)-4,7-dioxo-2-(prop-2-en-1-yl)-octahydro-1H-pyrazino[2,1-c][1,2,4]triazine-1-carboxamide CC1C(N2C(N(N1CC=C)C(=O)N)CNC(C2CC2=CC=C(C=C2)O)=O)=O